NCCS(=O)(=O)C1=CC=C(C=C1)N1[C@@H]2CN([C@H](C1)C2)C(C(C)C)=O ((1S,4S)-5-(4-((2-aminoethyl)sulfonyl)phenyl)-2,5-diazabicyclo[2.2.1]heptan-2-yl)-2-methylpropan-1-one